OC1=CC=C(C(=O)NCCNC(CN2CCNCCNCCNCC2)=O)C=C1 10-(2-((2-(4-hydroxybenzamido)ethyl)amino)-2-oxoethyl)-1,4,7,10-tetraazacyclododecane